Octadecylbutan C(CCCCCCCCCCCCCCCCC)CCCC